Cl.N1CCC(CC1)COC=1C=C2C(NC(=NC2=CC1)C1=NC=CC(=C1)C(F)(F)F)=O 6-(piperidin-4-ylmethoxy)-2-(4-trifluoromethyl-pyridin-2-yl)-3H-quinazolin-4-one hydrochloride